C(C1=CC=CC=C1)N1CC2(CC1=O)C=C(C(C(C2)(C)C)=O)C#N 2-benzyl-9,9-dimethyl-3,8-dioxo-2-azaspiro[4.5]dec-6-ene-7-carbonitrile